FC(C(=O)OCC)C=1CCN(CC1)C1=NC=C(C=N1)C(F)(F)F ethyl 2-fluoro-2-(1-(5-(trifluoromethyl)pyrimidin-2-yl)-1,2,3,6-tetrahydropyridin-4-yl)acetate